C1(CC1)CN1CCC2(C[C@@H]2C(=O)N[C@@H](CCCCCC(CC)=O)C=2NC(=CN2)C=2C=C3C=CC(=NC3=CC2OC)C)CC1 (1S)-6-(Cyclopropylmethyl)-N-{(1S)-1-[5-(7-methoxy-2-methylchinolin-6-yl)-1H-imidazol-2-yl]-7-oxononyl}-6-azaspiro[2.5]octan-1-carboxamid